C(CCCCCCC)NC(C)=O acetic acid-N-n-octylamide